FC1=C(C(=CC=C1)OC)C1=C(C=NC(=C1)C)C(=O)NC=1SC(=NN1)OCC12CC(C1)(C2)CO 4-(2-fluoro-6-methoxyphenyl)-N-(5-((3-(hydroxymethyl)bicyclo(1.1.1)pentan-1-yl)methoxy)-1,3,4-thiadiazol-2-yl)-6-methylpyridine-3-carboxamide